p-(chloromethyl)phenyltriethoxysilane ClCC1=CC=C(C=C1)[Si](OCC)(OCC)OCC